(2-(benzyloxy)-4,6-dihydroxyphenyl)(5-((4-methylpiperazin-1-yl)methyl)isoindolin-2-yl)methanone C(C1=CC=CC=C1)OC1=C(C(=CC(=C1)O)O)C(=O)N1CC2=CC=C(C=C2C1)CN1CCN(CC1)C